ClC1=C(CC2=CC3=C(NC2=O)C(CN3C(CN3[C@H](CN[C@@H](C3)C)CN3CC(OCC3)C(=O)N)=O)(C)C)C=CC(=C1)Cl 4-(((2r,5r)-1-(2-(6-(2,4-dichlorobenzyl)-3,3-dimethyl-5-oxo-2,3,4,5-tetrahydro-1H-pyrrolo[3,2-b]pyridin-1-yl)-2-oxoethyl)-5-methylpiperazin-2-yl)methyl)morpholine-2-carboxamide